Pelargonyl chloride C(CCCCCCCC)(=O)Cl